(18S,21S)-22-oxa-9,12,16,19,29-pentazapentacyclo[21.3.1.16,9.118,21.02,7]nonacosa-1(27),2,4,6(29),7,23,25-heptaene-13,17-dione C1=2C3=CC=CC=4C3=CN(CCNC(CCNC([C@H]3NC[C@@H](OC(=CC=C1)C2)C3)=O)=O)N4